tert-butyl 2-[2-[2-[2-[2-[2-(2-hydroxyethoxy)ethoxy]ethoxy]ethoxy]-ethoxy]ethoxy]acetate OCCOCCOCCOCCOCCOCCOCC(=O)OC(C)(C)C